4-(3-chloro-6-methyl-1H-indol-7-yl)-7,7-dimethyl-2-(2-(2-propenoyl)-2,6-diazaspiro[3.4]octan-6-yl)-7,8-dihydro-5H-pyrano[4,3-b]pyridine-3-carbonitrile ClC1=CNC2=C(C(=CC=C12)C)C1=C2C(=NC(=C1C#N)N1CC3(CN(C3)C(C=C)=O)CC1)CC(OC2)(C)C